N-(2-hydroxyethyl)-1-((3-hydroxyoxetan-3-yl)methyl)-2-((6-(trifluoromethoxy)benzo[d]oxazol-2-yl)amino)-1H-benzo[d]imidazole-5-carboxamide OCCNC(=O)C1=CC2=C(N(C(=N2)NC=2OC3=C(N2)C=CC(=C3)OC(F)(F)F)CC3(COC3)O)C=C1